CCC(CCC)[BH-](C(CC)CCC)C(CC)CCC.[Na+] sodium tris(hexane-3-yl)borohydride